BrC1=C(C=2C(=C(SN2)N2CC(C2)NC(C=C)=O)C=C1Cl)F N-(1-(6-bromo-5-chloro-7-fluoro-2,1-benzothiazol-3-yl)-3-azetidinyl)-2-propenamide